8-((2-hydroxy-3-methoxypropyl)amino)-2-methyl-5-(4-(trifluoromethyl)phenyl)-2,7-naphthyridin-1(2H)-one OC(CNC=1N=CC(=C2C=CN(C(C12)=O)C)C1=CC=C(C=C1)C(F)(F)F)COC